1-(4-propargyloxyphenyl)cyclopropanecarboxylic acid C(C#C)OC1=CC=C(C=C1)C1(CC1)C(=O)O